COC(=O)OC The molecule is a carbonate ester that is carbonic acid in which both hydrogens are replaced by methyl groups. A flammable, colourless liquid (m.p. 2-4℃, b.p. 90℃) with a characterstic ester-like odour, it is used as a 'green' methylating agent and as a solvent. It has a role as a solvent and a reagent.